trans-1,4-butenediol C(=C\CCO)/O